2,5-difluorophenyl-urea hydrochloride Cl.FC1=C(C=C(C=C1)F)NC(=O)N